(4,5-Dihydro-1,3-oxazol-2-yl)benzene O1C(=NCC1)C1=CC=CC=C1